2-(trifluoromethyl)-1,4-Phenylenediamine FC(C1=C(C=CC(=C1)N)N)(F)F